BrC1=CC(=C(CN(C(OC(C)(C)C)=O)C2CCOCC2)C=C1)OC tert-butyl 4-bromo-2-methoxybenzyl(tetrahydro-2H-pyran-4-yl)carbamate